5-{[3-(Methoxycarbonyl)morpholin-4-yl]methyl}pyridine-2-carboxylic acid dihydrochloride Cl.Cl.COC(=O)C1N(CCOC1)CC=1C=CC(=NC1)C(=O)O